BrC=1C=C2CCNC(C2=C(C1)N1CCC2(CC2)CC1)=O 6-bromo-8-(6-azaspiro[2.5]octane-6-yl)-3,4-dihydroisoquinolin-1(2H)-one